tert-butyl 8-(5-(2,2-difluoro-2-(2-fluoropyridin-4-yl)acetyl)-4,5,6,7-tetrahydrothiazolo[5,4-c]pyridin-2-yl)-3,8-diazabicyclo[3.2.1]octane-3-carboxylate FC(C(=O)N1CC2=C(CC1)N=C(S2)N2C1CN(CC2CC1)C(=O)OC(C)(C)C)(C1=CC(=NC=C1)F)F